ClC=1C=C(C=CC1)C(C(=O)O)C 3-chlorophenylpropanoic acid